C(C)(C)(C)OC(=O)NCCCCN(CC(CCCCCC(=O)OC\C=C/CCCCCC)O[Si](C)(C)C(C)(C)C)CC(CCCCCC(=O)OC\C=C/CCCCCC)O[Si](C)(C)C(C)(C)C di((Z)-non-2-en-1-yl) 8,8'-((4-((tert-butoxycarbonyl) amino)butyl) azanediyl)bis(7-((tert-butyldimethylsilyl)oxy)octanoate)